CN(C(=O)C1=CC2=C(N=C(N=C2C2=NC=C(C=C2)CN[C@@H](CO)C)N)N1)C 5-[((R)-2-hydroxy-1-methyl-ethylamino)-methyl]-pyridin-2-yl-amino-7H-pyrrolo[2,3-d]pyrimidine-6-carboxylic acid dimethylamide